FCS(=O)(=O)N[C@@H]1[C@@H](N(CC12CC2)C([C@@](COC)(C)F)=O)CC=2C(=C(C=CC2)C2=CC=CC=C2)F 1-fluoro-N-((6S,7S)-5-((S)-2-fluoro-3-methoxy-2-methylpropanoyl)-6-((2-fluoro-[1,1'-biphenyl]-3-yl)methyl)-5-azaspiro[2.4]heptan-7-yl)methanesulfonamide